ClC1=C(C=CC(=N1)C(=O)NC)N1CCN(CC1)CC=1C=NC=2C=C(C(NC2C1)=O)CC 6-chloro-5-[4-[(7-ethyl-6-oxo-5H-1,5-naphthyridin-3-yl)methyl]piperazin-1-yl]-N-methylpyridine-2-carboxamide